tert-butyl N-[[5-[1-[(2S,4R)-4-hydroxy-2-[[(1S)-1-[4-(4-methylthiazol-5-yl)phenyl]ethyl]carbamoyl]pyrrolidine-1-carbonyl]-2-methyl-propyl]isoxazol-3-yl]methyl]carbamate O[C@@H]1C[C@H](N(C1)C(=O)C(C(C)C)C1=CC(=NO1)CNC(OC(C)(C)C)=O)C(N[C@@H](C)C1=CC=C(C=C1)C1=C(N=CS1)C)=O